N'-(3,5-dichlorobenzoyloxy)acetimidamide ClC=1C=C(C(=O)ON=C(C)N)C=C(C1)Cl